[3H]naphtho[2,1-b][1,4]oxazine N=1C2=C(OCC1)C=CC1=CC=CC=C12